9-[1-(4,6-difluoro-2-methyl-indolin-1-yl)ethyl]-N,N-dimethyl-2-morpholino-4-oxo-pyrido[1,2-a]pyrimidine-7-carboxamide FC1=C2CC(N(C2=CC(=C1)F)C(C)C1=CC(=CN2C1=NC(=CC2=O)N2CCOCC2)C(=O)N(C)C)C